2-(2,4-dioxotetrahydropyrimidin-1(2H)-yl)-5-((4-(pyridazin-3-yl)piperazin-1-yl)methyl)isoindoline-1,3-dione O=C1N(CCC(N1)=O)N1C(C2=CC=C(C=C2C1=O)CN1CCN(CC1)C=1N=NC=CC1)=O